N1(N=CC=C1)[BH-](N1N=CC=C1)N1N=CC=C1 tris(pyrazole-1-yl)-borohydride